5-(2-((1H-imidazol-4-yl)methoxy)phenyl)pyrimidine N1C=NC(=C1)COC1=C(C=CC=C1)C=1C=NC=NC1